3-methoxy-8-[[6-[(5-methoxy-2-pyridyl)methoxy]-3-pyridyl]methyl]-1,5-naphthyridine COC=1C=NC2=C(C=CN=C2C1)CC=1C=NC(=CC1)OCC1=NC=C(C=C1)OC